C(OCC[C@@H]1N(C(OC1)(C)C)C(=O)[O-])([2H])([2H])[2H] (4S)-4-[2-(2H3)methoxyethyl]-2,2-dimethyl-1,3-oxazolidine-3-carboxylate